1-bromo-2-tosyl-5,6-dihydro-cyclopenta[c]pyrrol-4(2H)-one BrC=1N(C=C2C1CCC2=O)S(=O)(=O)C2=CC=C(C)C=C2